N1=CC=C(C=C1)C=1N=C(C2=C(N1)C=NC=C2)N2CCC1(CCNC1)CC2 2-(pyridin-4-yl)-4-(2,8-diazaspiro[4.5]decan-8-yl)pyrido[3,4-d]pyrimidine